2-(2-fluoro-4-(2-((5-methyl-4-(pyridin-2-yl)thiazol-2-yl)amino)-2-oxoethyl)phenoxy)pyridine-3-carboxamide FC1=C(OC2=NC=CC=C2C(=O)N)C=CC(=C1)CC(=O)NC=1SC(=C(N1)C1=NC=CC=C1)C